FC1=CC=C(C=C1)[C@@H]1CN(CC12CCN(CC2)C([C@@H](C(C)C)NC(C2=NC=CC(=C2)C)=O)=O)C N-((R)-1-((S)-4-(4-fluorophenyl)-2-methyl-2,8-diazaspiro[4.5]decan-8-yl)-3-methyl-1-oxobutan-2-yl)-4-methylpicolinamide